C(=C)C1=CC=C(COC=2C=C3C=CC(=CC3=CC2)C2(C3=CC=CC=C3C=3C=CC=CC23)C=2C=C3C=CC(=CC3=CC2)O)C=C1 6-(9-(6-((4-vinylbenzyl)oxy)naphthalen-2-yl)-9H-fluoren-9-yl)naphthalen-2-ol